CN1C=NC(=C1)C(=O)ON=CC1=CC(=CC(=C1)C(F)(F)F)C(F)(F)F 3,5-Bis(trifluoromethyl)benzaldehyde-O-(1-methyl-1H-imidazole-4-carbonyl) oxime